FC1(CCN(CC1)C1=NC(=CC=2N1C=CC2)NC(C2=C(C=C(C=C2)I)N2CCC1(CC1)CC2)=O)F N-(1-(4,4-difluoropiperidin-1-yl)pyrrolo[1,2-C]pyrimidin-3-yl)-4-iodo-2-(6-azaspiro[2.5]oct-6-yl)benzamide